(3aR,5s,6aS)-N-(6-Chloropyridazin-3-yl)-2-(2,2-dimethyltetrahydro-2H-pyran-4-yl)octahydrocyclopenta[c]pyrrol-5-amine ClC1=CC=C(N=N1)NC1C[C@@H]2[C@@H](CN(C2)C2CC(OCC2)(C)C)C1